C(#N)[C@H](C[C@H]1C(NCC1)=O)NC(=O)[C@@H]1[C@H]2C([C@H]2CN1C([C@H](C(C)(C)C)NC(=O)C1CN(C1)C)=O)(C)C (1R,2S,5S)-N-((S)-1-cyano-2-((S)-2-oxopyrrolidin-3-yl)ethyl)-3-((S)-3,3-dimethyl-2-(1-methylazetidine-3-carboxamido)butanoyl)-6,6-dimethyl-3-azabicyclo[3.1.0]hexane-2-carboxamide